(difluoromethyl-d)(naphthalen-2-yl)sulfane FC([2H])(F)SC1=CC2=CC=CC=C2C=C1